4-hexyldecyl 6-[4-aminobutyl-[6-(4-hexyldecoxy)-6-oxo-hexyl]amino]hexanoate NCCCCN(CCCCCC(=O)OCCCC(CCCCCC)CCCCCC)CCCCCC(=O)OCCCC(CCCCCC)CCCCCC